ClC1=C(N=C(N=N1)NC1=C(C=C2CCN(CC2=C1)C)OC)NC1=C(C=CC=C1)S(=O)(=O)N(C)C ((6-chloro-3-((6-methoxy-2-methyl-1,2,3,4-tetrahydroisoquinolin-7-yl)amino)-1,2,4-triazin-5-yl)amino)-N,N-dimethylbenzenesulfonamide